CN1N=C(C2=CC=C(C=C12)NC1CCNCC1)C1C(NC(CC1)=O)=O 3-(1-methyl-6-(piperidin-4-ylamino)-1H-indazol-3-yl)piperidine-2,6-dione